CS(=O)(=O)CS(=O)(=O)CS(=O)(=O)C methylsulfonylmethylsulfone